6-Hydroxyquinoline-4-carboxylic acid methyl ester COC(=O)C1=CC=NC2=CC=C(C=C12)O